BrC1=CC=CC=2N(C3=CC=CC=C3C12)CC1=CC=C(CP(OCC)(OCC)=O)C=C1 diethyl (4-((4-bromo-9H-carbazol-9-yl)methyl)benzyl)phosphonate